NCC1=CC=C(C=C1)S(=O)(=O)O\N=C\1/C2=CC=CC=C2SC=2C=CC(=CC12)C(C)C (E)-2-isopropyl-9H-thioxanthen-9-one O-((4-(aminomethyl)phenyl)sulfonyl) oxime